4-(4-fluorophenyl)-1-phenyl-3-trifluoromethyl-1H-pyrazole-5-carbonitrile FC1=CC=C(C=C1)C=1C(=NN(C1C#N)C1=CC=CC=C1)C(F)(F)F